C(C)(C)(C)OC(=O)N1C[C@@H](N(CC1)C=1C2=C(N=CN1)N(C=C2I)S(=O)(=O)C2=CC=C(C)C=C2)C.C=2N=CN1C2C2=CC=CC=C2C1C1C(CC1)=O 2-(5H-imidazo[5,1-a]isoindol-5-yl)cyclobutan-1-one tert-Butyl-(S)-4-(5-iodo-7-tosyl-7H-pyrrolo[2,3-d]pyrimidin-4-yl)-3-methylpiperazine-1-carboxylate